N-Phenyl-4-[3-(1H-pyrazol-4-ylmethyl)-ureido]-benzenesulfonamide C1(=CC=CC=C1)NS(=O)(=O)C1=CC=C(C=C1)NC(=O)NCC=1C=NNC1